4-[(2-{1-[(pyridin-3-yl)methyl]-1H-pyrazol-4-yl}-1-(2,2,2-trifluoroethyl)-1H-indol-4-yl)amino]-1λ6-thiane-1,1-dione N1=CC(=CC=C1)CN1N=CC(=C1)C=1N(C2=CC=CC(=C2C1)NC1CCS(CC1)(=O)=O)CC(F)(F)F